CC1=CC(=NN1)NC1=C2C(=NC(=N1)NCC1=CC=C(C#N)C=C1)NN=C2 4-[({4-[(5-methyl-1H-pyrazol-3-yl)amino]-1H-pyrazolo[3,4-d]pyrimidin-6-yl}amino)methyl]benzonitrile